hexahydrophenanthrene-1-carboxylate C1(CCCC2C3C=CC=CC3=CC=C12)C(=O)[O-]